2'-ethoxy-4'-(7-oxo-6,7-dihydro-3H-[1,2,3]triazolo[4,5-d]pyrimidin-5-yl)-[1,1'-biphenyl]-4-carboxylic acid C(C)OC1=C(C=CC(=C1)C=1NC(C2=C(N1)NN=N2)=O)C2=CC=C(C=C2)C(=O)O